CC1NCCCC1C1=CC=2C(=NC=CC2NC=2C=CC3=C(N=CS3)C2)S1 N-(2-(2-methylpiperidin-3-yl)thieno[2,3-B]pyridin-4-yl)benzo[d]thiazol-5-amine